CN(C1(CCC2(CN(C(N2)=O)CC2=CC=C(C=C2)OC)CC1)C1=CC(=CC=C1)OCOC)C CIS-8-Dimethylamino-8-[3-(methoxymethyl-oxy)-phenyl]-3-[(4-methoxyphenyl)-methyl]-1,3-diazaspiro[4.5]decan-2-one